C1(CCC1)CN1CC(CNCCCNCCC1)C (cyclobutylmethyl)-3-methyl-1,5,9-triazacyclododecan